C(C)S(=O)(=O)C=1C(=NC(=CC1)C)C1=NC=2N(C=C1)N=C(C2)C(F)(F)F 5-(3-(ethylsulfonyl)-6-methylpyridin-2-yl)-2-(trifluoromethyl)pyrazolo[1,5-a]pyrimidine